[Si](C1=CC=CC=C1)(C1=CC=CC=C1)(C(C)(C)C)O[C@H]1C[C@@H](N(C1)C(=O)OC)C(=O)[O-] methyl (2R,4S)-4-[tert-butyl(diphenyl)silyl]oxypyrrolidine-1,2-dicarboxylate